C/C=C(/C)\\C(=O)O[C@H]1CC(C[C@@H]2[C@]1([C@@H](C[C@@]3(C2=CC[C@H]4[C@]3(CC[C@@H]5[C@@]4(CC[C@@H](C5(C)C)O[C@H]6[C@@H]([C@H]([C@@H]([C@H](O6)C(=O)O)O)O[C@H]7[C@@H]([C@H]([C@H](CO7)O)O)O[C@H]8[C@@H]([C@H]([C@@H](CO8)O)O)O)O[C@H]9[C@@H]([C@H]([C@H]([C@H](O9)CO)O)O)O)C)C)C)O)CO)(C)C The molecule is a triterpenoid saponin that is 3,16,28-trihydroxyolean-12-en-22-yl (2Z)-2-methylbut-2-enoate attached to a tetrasaccharide residue at position 3 via a glycosidic linkage. Isolated from the stems of Gordonia chrysandra, it exhibits a strong inhibitory effect on nitric oxide production. It has a role as a plant metabolite and an anti-inflammatory agent. It is a triterpenoid saponin, a pentacyclic triterpenoid, a tetrasaccharide derivative and a beta-D-glucosiduronic acid. It derives from an angelic acid. It derives from a hydride of an oleanane.